3-amino-6-bromo-4-[6,7-difluoro-1-(oxan-2-yl)indazol-4-yl]-5-fluoro-1H-1,7-phenanthrolin-2-one NC=1C(NC2=C3C=CC=NC3=C(C(=C2C1C1=C2C=NN(C2=C(C(=C1)F)F)C1OCCCC1)F)Br)=O